3,4-dihydroisoquinolin-2(1H)-yl-5-fluoro-N-hydroxynicotinamide C1N(CCC2=CC=CC=C12)C1=C(C(=O)NO)C=C(C=N1)F